N-benzyl-1-((2R,4S,5R)-5-((bis(4-methoxyphenyl)(phenyl)methoxy)methyl)-4-hydroxytetrahydrofuran-2-yl)-2,4-dioxo-1,2,3,4-tetrahydropyrimidine-5-carboxamide C(C1=CC=CC=C1)NC(=O)C=1C(NC(N(C1)[C@@H]1O[C@@H]([C@H](C1)O)COC(C1=CC=CC=C1)(C1=CC=C(C=C1)OC)C1=CC=C(C=C1)OC)=O)=O